ClC=1C(=C(C(=O)OC)C(=C(C1OC(C1=C(C=C(C=C1C)OCOC)OC)=O)C)O)C methyl 3-chloro-6-hydroxy-4-((2-methoxy-4-(methoxymethoxy)-6-methylbenzoyl)oxy)-2,5-dimethylbenzoate